COC=1C(=C(C=CC1)NC(=O)C1=C(OC=2N=CN=C(C21)NC2(CC2)C)C)C N-(3-methoxy-2-methylphenyl)-6-methyl-4-[(1-methylcyclopropyl)amino]furo[2,3-d]pyrimidine-5-carboxamide